C(CCCCC)C(C(=O)OCCCCCCNCCCCNC(=O)OC(C)(C)C)CCCCCCCC 6-((4-((tert-butoxycarbonyl)amino)butyl)amino)hexyl 2-hexyldecanoate